2-fluoro-2-(hex-5-en-1-yl)propane-1,3-diol FC(CO)(CO)CCCCC=C